OC(C)C=1C=C(C=C2C(C(=C(OC12)C1CC2=CC=CC=C2C1)C)=O)C 8-(1-Hydroxyethyl)-2-indan-2-yl-3,6-dimethyl-chromen-4-one